BrC1=CC=C(C(=O)N2N=C(CC2C2=NC=CC=C2)C2=CC=C(C=C2)NC(OC2CNC2)=O)C=C1 azetidin-3-yl (4-(1-(4-bromobenzoyl)-5-(pyridin-2-yl)-4,5-dihydro-1H-pyrazol-3-yl)phenyl)carbamate